C(C)OC=1C(=CNC(C1)=O)C1=CC(=C(C=C1)CC(=O)NC=1C=C(C(=O)NCCN2C[C@H](CC2)OC)C=C(C1)C(F)(F)F)F 3-[[2-[4-(4-ethoxy-6-oxo-1H-pyridin-3-yl)-2-fluoro-phenyl]acetyl]amino]-N-[2-[(3S)-3-methoxypyrrolidin-1-yl]ethyl]-5-(trifluoromethyl)benzamide